5-(hydroxymethyl)-1-[(2'-methyl-1,1'-biphenyl-4-yl)carbonyl]pyrrolidin-3-one oxime OCC1CC(CN1C(=O)C1=CC=C(C=C1)C1=C(C=CC=C1)C)=NO